4-bromo-2-methoxypyridin 1-oxide BrC1=CC(=[N+](C=C1)[O-])OC